{3-[({1-isopropyl-5-[3-(1-methyl-1H-pyrazole-5-yl)propyl]-1H-pyrrole-2-yl}carbonyl)amino]-4-(Trifluoromethyl)phenyl}acetic acid C(C)(C)N1C(=CC=C1CCCC1=CC=NN1C)C(=O)NC=1C=C(C=CC1C(F)(F)F)CC(=O)O